methyl (6-((2-fluoro-4-((((4R*,5R*)-2-methyl-2-azabicyclo[2.2.1]heptan-5-yl)oxy)methyl)benzyl)amino)isoquinolin-1-yl)carbamate FC1=C(CNC=2C=C3C=CN=C(C3=CC2)NC(OC)=O)C=CC(=C1)CO[C@H]1[C@H]2CN(C(C1)C2)C |o1:26,27|